BrCC=1C=C(C=NC1)N1CCOCC1 4-(5-(bromomethyl)pyridin-3-yl)morpholine